N-[(4-methylcyclohexa-1,3-dien-1-yl)methylidene]hydroxylamine CC1=CC=C(CC1)C=NO